7-(benzyloxy)-2-methylbenzo[d]oxazole-5-carboxylic acid C(C1=CC=CC=C1)OC1=CC(=CC=2N=C(OC21)C)C(=O)O